2-(2-(bis(2-hydroxyethyl)amino)-6-(bis(2-methoxyethyl)amino)-8-(4-methoxypiperidin-1-yl)pyrimido[5,4-d]pyrimidin-4-yl)hexahydropyrrolo[1,2-a]pyrazin-4(1H)-one OCCN(C=1N=C(C2=C(N1)C(=NC(=N2)N(CCOC)CCOC)N2CCC(CC2)OC)N2CC1N(C(C2)=O)CCC1)CCO